O(C)C1=CC=NC=N1 6-methoxyl-pyrimidine